NC=1N=CC(=NC1)C#CCN1C(C(CCC2=C1C=CC(=C2)F)C2=C(C=C(C=C2)C(F)(F)F)C(F)(F)F)=O 1-[3-(5-aminopyrazin-2-yl)prop-2-ynyl]-3-[2,4-bis(trifluoromethyl)phenyl]-7-fluoro-2,3,4,5-tetrahydro-1H-1-benzazepin-2-one